(S)-4-(2-amino-3-(4-((2-(dimethylamino)-2-oxoethyl)amino)phenyl)propionamido)benzoic acid N[C@H](C(=O)NC1=CC=C(C(=O)O)C=C1)CC1=CC=C(C=C1)NCC(=O)N(C)C